COC1=C(CN(S(=O)(=O)C2=C(C=CC(=C2)C(C=O)(C)C)OC)CC2=C(C=C(C=C2)OC)OC)C=CC(=C1)OC N,N-bis(2,4-dimethoxybenzyl)-2-methoxy-5-(2-methyl-1-oxopropan-2-yl)benzenesulfonamide